phenyl (2-(azetidin-1-yl)pyrimidin-5-yl)carbamate N1(CCC1)C1=NC=C(C=N1)NC(OC1=CC=CC=C1)=O